C(=O)C1=CC=C2C(=N1)N(C=N2)C(=O)OC(C)(C)C tert-butyl 5-formyl-3H-imidazo[4,5-b]pyridine-3-carboxylate